N1(CCOCC1)C(=O)NCC1=CC=C(C=C1)NC(OCC1=CC=C(C=C1)Cl)=O 4-chlorobenzyl (4-((morpholine-4-carboxamido)meth-yl)phenyl)carbamate